Methyl 3-((6-cyano-4-(((2R,4R)-2-methyltetrahydro-2H-pyran-4-yl) amino) quinolin-3-yl) amino)-3-oxopropanoate C(#N)C=1C=C2C(=C(C=NC2=CC1)NC(CC(=O)OC)=O)N[C@H]1C[C@H](OCC1)C